tert-butyl 4-(4-chloroquinolin-7-yl)-3,6-dihydropyridine-1(2H)-carboxylate ClC1=CC=NC2=CC(=CC=C12)C=1CCN(CC1)C(=O)OC(C)(C)C